CC1=CC(=NN1)NC=1C=NC=2N(N1)C(=CN2)N2C[C@H]1CC[C@@H](C2)N1CCC#N 3-((1R,5S)-3-(2-((5-methyl-1H-pyrazol-3-yl)amino)imidazo[1,2-b][1,2,4]triazin-7-yl)-3,8-diazabicyclo[3.2.1]octan-8-yl)propionitrile